tert-Butyl (S)-3-(ethyl(3-methoxy-5-methylbenzyl)amino)-4-oxo-4,6,7,8-tetrahydropyrrolo[1,2-a]pyrimidine-6-carboxylate C(C)N(C1=CN=C2N(C1=O)[C@@H](CC2)C(=O)OC(C)(C)C)CC2=CC(=CC(=C2)C)OC